6-(5,6-Dimethoxypyridin-3-yl)-8-(4-methoxyphenyl)-4-methyl-quinazoline COC=1C=C(C=NC1OC)C=1C=C2C(=NC=NC2=C(C1)C1=CC=C(C=C1)OC)C